2-cyclobutyl-aniline C1(CCC1)C1=C(N)C=CC=C1